1-((1-methylcyclohexyl)methyl)-N-(3-(methylsulfonyl)phenyl)-4-(trifluoromethyl)-1H-pyrazole-5-carboxamide CC1(CCCCC1)CN1N=CC(=C1C(=O)NC1=CC(=CC=C1)S(=O)(=O)C)C(F)(F)F